Cl.FC1=C(C=CC(=C1)[C@@H]1NC[C@H](C1)O)C=1N=C2SC3=C(N2C1)C=CC(=C3)C(=O)NC 2-(2-fluoro-4-((trans)-4-hydroxypyrrolidin-2-yl)phenyl)-N-methylbenzo[d]imidazo[2,1-b]thiazole-7-carboxamide hydrochloride